2-Hydroxy-gamma-butyrolactone OC1C(=O)OCC1